N-(3',4'-dichloro-3-fluorobiphenyl-2-yl)-1-methyl-3-trifluoromethyl-1H-pyrazole-4-carboxamide ClC=1C=C(C=CC1Cl)C1=C(C(=CC=C1)F)NC(=O)C=1C(=NN(C1)C)C(F)(F)F